stearyl-ammonium bicarbonate C([O-])(O)=O.C(CCCCCCCCCCCCCCCCC)[NH3+]